(8-((5-amino-1-p-toluenesulfonyl-1H-pyrrolo[2,3-b]pyridin-4-yl)amino)8-azabicyclo[3.2.1]octan-3-ylidene)acetonitrile NC=1C(=C2C(=NC1)N(C=C2)S(=O)(=O)C2=CC=C(C)C=C2)NN2C1CC(CC2CC1)=CC#N